methyl (1s,4s)-6'-acetyl-2'-bromo-4-(3-chloroanilino)spiro[cyclohexane-1,1'-indene]-4-carboxylate C(C)(=O)C1=CC=C2C=C(C3(C2=C1)CCC(CC3)(C(=O)OC)NC3=CC(=CC=C3)Cl)Br